BrC=1C=C(C2=C(N(N=C2C1)C)I)O 6-bromo-3-iodo-2-methylindazol-4-ol